5-Phenyl-1H-pyrazole-3-carboxylic acid {2-[4-(4-methyl-pyridin-3-yloxy)-piperidin-1-yl]-2-oxo-ethyl}-amide CC1=C(C=NC=C1)OC1CCN(CC1)C(CNC(=O)C1=NNC(=C1)C1=CC=CC=C1)=O